O=C1CC2CCC(C1)N2C(=O)OC(C)(C)C (+/-)-tert-butyl 3-oxo-8-azabicyclo[3.2.1]octane-8-carboxylate